Racemic-(4-(2-methyl-5-(trifluoromethyl)phenyl)piperazin-1-yl)((1RS,2SR)-2-(6-(trifluoromethyl)pyridin-3-yl)cyclopropyl)methanone CC1=C(C=C(C=C1)C(F)(F)F)N1CCN(CC1)C(=O)[C@H]1[C@H](C1)C=1C=NC(=CC1)C(F)(F)F |r|